(ethylcyclopentadienyl)tris(diethylamino)hafnium C(C)C1(C=CC=C1)[Hf](N(CC)CC)(N(CC)CC)N(CC)CC